CN1C(=NC2=C(C=C(C=C2C1=O)C)[C@@H](C)NC1=C(C=CC=C1)S(=O)(=O)C)N1C(C(OC(C1([2H])[2H])([2H])[2H])([2H])[2H])([2H])[2H] (R)-3,6-dimethyl-8-(1-((2-(methylsulfonyl)phenyl)amino)ethyl)-2-(morpholino-d8)quinazolin-4(3H)-one